γ-aminopropyl-trimethoxysilane diethyl-2-(3-nitrilopropyl)-malonate C(C)OC(C(C(=O)OCC)CCC#N)=O.NCCC[Si](OC)(OC)OC